3-(2-Chloro-6-fluorophenyl)-7-(4-ethyl-3-(hydroxymethyl)-5-oxo-4,5-dihydro-1H-1,2,4-triazol-1-yl)-6-fluoro-1-(tetrahydro-2H-pyran-4-yl)-2,3-dihydropyrido[2,3-d]pyrimidin-4(1H)-one ClC1=C(C(=CC=C1)F)N1CN(C2=C(C1=O)C=C(C(=N2)N2N=C(N(C2=O)CC)CO)F)C2CCOCC2